2-(3-Bromo-4-fluorophenoxy)-1-fluoro-3,4-dimethyl-5-nitrobenzene BrC=1C=C(OC2=C(C=C(C(=C2C)C)[N+](=O)[O-])F)C=CC1F